CC(C(=O)OCC(CC#CC)CC#C)(CC#CC)CC#C 2-Prop-2-ynylhex-4-yn-1-ol Methyl-2-prop-2-ynylhex-4-ynoate